((2,6-dimethyl-pyrimidin-4-yl)amino)-N-ethoxy-4-((2-methoxy-3-(5-methylpyrazin-2-yl)phenyl)amino)nicotinamide CC1=NC(=CC(=N1)NC1=C(C(=O)NOCC)C(=CC=N1)NC1=C(C(=CC=C1)C1=NC=C(N=C1)C)OC)C